N-[(E)-(6-benzyloxy-4,4-difluoro-tetralin-1-ylidene)amino]-4-methyl-benzenesulfonamide C(C1=CC=CC=C1)OC=1C=C2C(CC/C(/C2=CC1)=N\NS(=O)(=O)C1=CC=C(C=C1)C)(F)F